2-(2-(dimethylamino)ethyl)-5-nitroisoindolin-1-one CN(CCN1C(C2=CC=C(C=C2C1)[N+](=O)[O-])=O)C